1-(1,1,1,3,3,3-hexafluoro-2-(trifluoromethyl)prop-2-yloxy)-2-chloro-3,3,4,4,5,5-hexafluorocyclopentene FC(C(C(F)(F)F)(OC1=C(C(C(C1(F)F)(F)F)(F)F)Cl)C(F)(F)F)(F)F